C(CC)(=O)OC(N[C@@H](C[C@@H](C)C(=O)OCC)CC1=CC=C(C=C1)C1=CC=CC=C1)=O ((1S,3R)-1-biphenyl-4-ylmethyl-3-ethoxycarbonyl-1-butylcarbamoyl) propionate